C(C)(C)(C)NC1=CC=CC=C1 Tert-Butylaniline